NC1=NC=C(C=C1C1=C(C=C(C=C1)NC(=O)C=1C(N(C(=C(C1)C1CC1)C#N)C1=CC=C(C=C1)F)=O)F)C=1C=NN(C1)C1CCN(CC1)C N-(4-(2-amino-5-(1-(1-methylpiperidin-4-yl)-1H-pyrazol-4-yl)pyridin-3-yl)-3-fluorophenyl)-6-cyano-5-cyclopropyl-1-(4-fluorophenyl)-2-oxo-1,2-dihydropyridine-3-carboxamide